ClC=1C=C(C=C(C1)Cl)C1=C(NC(=C1C)C1=CC=CC=C1)C#N 3-(3,5-Dichlorophenyl)-4-methyl-5-phenyl-1H-pyrrol-2-carbonitril